methyl (S)-3-(N-(5-cyano-4-fluoro-2-(2-(4-hydroxybutyl)piperidin-1-yl)phenyl)sulfamoyl)-4-hydroxybenzoate C(#N)C=1C(=CC(=C(C1)NS(=O)(=O)C=1C=C(C(=O)OC)C=CC1O)N1[C@@H](CCCC1)CCCCO)F